(E)-2-((R)-1-acetyl-2-methylpyrrolidin-2-yl)-N'-cyano-N-((1,2,3,5,6,7-hexahydro-s-indacen-4-yl)carbamoyl)ethene-1-sulfonimidamide C(C)(=O)N1[C@@](CCC1)(C)/C=C/S(=O)(NC(NC1=C2CCCC2=CC=2CCCC12)=O)=NC#N